((2-ethoxy-3,4-dioxocyclobut-1-en-1-yl)amino)-N-ethyl-3-hydroxy-N-methylpyridinecarboxamide C(C)OC1=C(C(C1=O)=O)NC1=C(C(=NC=C1)C(=O)N(C)CC)O